C(C)(C)(C)C(=N)C=1C(=NC(=CC1I)Cl)Cl tert-butyl-1-(2,6-dichloro-4-iodo-3-pyridyl)methanimine